C(C)(C)(C)OC(=O)N1N=C(C=2C1=CN=CC2C2=C(C=C(C=C2F)C2CC(C2)NC(=O)OC(C)(C)C)F)C=2C=NN(C2)C (4-(3-(tert-Butoxycarbonylamino)cyclobutyl)-2,6-difluorophenyl)-3-(1-methyl-1H-pyrazol-4-yl)-1H-pyrazolo[3,4-c]pyridine-1-carboxylic acid tert-butyl ester